C(#N)C1N(CSC1)C(CC1=NC2=CC=C(C=C2C(=C1)C(=O)N)OCCC)=O (2-(4-Cyanothiazolidin-3-yl)-2-oxoethyl)-6-propoxyquinoline-4-carboxamide